2-(5-Bromopyridin-2-yl)quinoxaline BrC=1C=CC(=NC1)C1=NC2=CC=CC=C2N=C1